C1(=NC=CC2=CC=CC=C12)C(=O)NCC1=NOC(C1)C(=O)OCC ethyl 3-((isoquinoline-1-carboxamido)methyl)-4,5-dihydroisoxazole-5-carboxylate